(E)-N-cyclohexyl-N-((E)-(cyclohexylimino)(piperidin-1-yl)methyl)-3-(2-hydroxyphenyl)acrylic amide C1(CCCCC1)N(C(\C=C\C1=C(C=CC=C1)O)=O)/C(/N1CCCCC1)=N/C1CCCCC1